NC(CO)CC(C)C 2-amino-4-methyl-pentanol